5beta-Cholestane CC(C)CCC[C@@H](C)[C@H]1CC[C@H]2[C@@H]3CC[C@@H]4CCCC[C@]4(C)[C@H]3CC[C@]12C